5-[(3S)-5-fluoro-7-hydroxy-3-({[4-(trifluoromethyl)cyclohexyl]methyl}amino)-3,4-dihydro-2H-1-benzothiopyran-6-yl]-1λ6,2,5-thiadiazolidine-1,3-dione FC1=C(C(=CC2=C1C[C@@H](CS2)NCC2CCC(CC2)C(F)(F)F)O)N2CC(N[SH2]2=O)=O